C(C)(C)(C)OC(=O)N1C=C(C2=CC=CC=C12)CC(C(=O)NCCO)NC(=O)OC(C)(C)C 3-(2-((tert-butoxycarbonyl)amino)-3-((2-hydroxyethyl)amino)-3-oxopropyl)-1H-indole-1-carboxylic acid tert-butyl ester